N-(3-aminophenyl)methanesulfonamide NC=1C=C(C=CC1)NS(=O)(=O)C